4-(4-(1H-pyrrolo[2,3-b]pyridin-3-yl)furan-2-yl)-2-methyl-4-oxobutanoic acid N1C=C(C=2C1=NC=CC2)C=2C=C(OC2)C(CC(C(=O)O)C)=O